O-(2-fluoroethyl)hydroxylamine hydrochloride Cl.FCCON